CO[Si](CCCC(CCCCC)(CCC[Si](OC)(OC)OC)CCC[Si](OC)(OC)OC)(OC)OC tris(3-trimethoxysilylpropyl)hexane